NC1=CC(=CC(=N1)C(=O)NC1CC2=CC=CC=C2C1)NC1=C(C=CC=C1)Cl 6-Amino-4-((2-chlorophenyl)amino)-N-(2,3-dihydro-1H-inden-2-yl)pyridineamide